CO[C@@]1(COCC1)C1=CC(=CC(=N1)N1C=C(C=2C=NC(=CC21)NC(=O)N)C(F)(F)F)OCC2COC2 (R)-1-(1-(6-(3-Methoxytetrahydrofuran-3-yl)-4-(oxetan-3-ylmethoxy)pyridin-2-yl)-3-(trifluoromethyl)-1H-pyrrolo[3,2-c]pyridin-6-yl)urea